COC=1C(=CC=2N=CN=C(C2N1)OC1=C(C=C(C=C1)NC(=O)C=1C(N(C(=CC1)C)C1=CC=C(C=C1)F)=O)F)OC N-[4-(6,7-dimethoxypyrido[3,2-d]pyrimidin-4-yl)oxy-3-fluorophenyl]-1-(4-fluorophenyl)-6-methyl-2-oxopyridine-3-carboxamide